C(C)(C)(C)OC(=O)NC1(CC1)C1(C(=O)O)CC=CC=C1 1-((t-butoxycarbonylamino)cyclopropyl)benzoic acid